4-[4-(aminomethyl)-2-(1-ethyl-4-fluoro-3-methyl-1H-pyrazol-5-yl)-1,3-oxazol-5-yl]-1-methyl-1H-pyrazolo[4,3-c]pyridine-6-carboxamide NCC=1N=C(OC1C1=NC(=CC2=C1C=NN2C)C(=O)N)C2=C(C(=NN2CC)C)F